ClC=1C=C(C(=O)N2CC=3C(=NN4C3C(N(CC4)CC4=C3C=CNC3=CC=C4)=O)CC2)C=CC1Cl 2-(3,4-Dichlorobenzoyl)-9-[(1H-indol-4-yl)methyl]-1,2,3,4,8,9-hexahydropyrido[4',3':3,4]-pyrazolo[1,5-a]pyrazin-10(7H)-one